benzyl (R)-3-((tert-butoxycarbonyl)((S)-2-hydroxy-3-(3-(N-methylsulfamoyl)phenoxy)propyl)amino)-1-oxa-8-azaspiro[4.5]decane-8-carboxylate C(C)(C)(C)OC(=O)N([C@H]1COC2(C1)CCN(CC2)C(=O)OCC2=CC=CC=C2)C[C@@H](COC2=CC(=CC=C2)S(NC)(=O)=O)O